COC1=C(C=CC(=C1)OC)CNC=1C2=C(N=CN1)N(C=C2C2=NN(C=C2)C)[C@@H]2O[C@@H]([C@@H]1[C@H]2OC(O1)(C)C)C(=O)N (3aS,4S,6R,6aR)-6-(4-{[(2,4-dimethoxyphenyl)methyl]amino}-5-(1-methyl-1H-pyrazol-3-yl)-7H-pyrrolo[2,3-d]pyrimidin-7-yl)-2,2-dimethyl-tetrahydro-2H-furo[3,4-d][1,3]dioxole-4-carboxamide